N-(pyridin-3-yl)butane-1-sulfonamide N1=CC(=CC=C1)NS(=O)(=O)CCCC